C(C=C)(=O)N1C[C@@H](N(CC1)C=1C2=C(N(C(N1)=O)C1=C(C=CC=C1C)C(C)C)N=C(C(=C2)F)C2=C(C=C(C=C2)NC(=O)NCCOC)F)C (S)-1-(4-(4-(4-acryloyl-2-methylpiperazin-1-yl)-6-fluoro-1-(2-Isopropyl-6-methylphenyl)-2-oxo-1,2-dihydropyrido[2,3-d]pyrimidin-7-yl)-3-fluorophenyl)-3-(2-Methoxyethyl)urea